2E,4E-tetradecadienoic acid-N-(2-hydroxy-2-methylpropyl)-amide OC(CNC(\C=C\C=C\CCCCCCCCC)=O)(C)C